ClC1=C(C=CC=C1Cl)C1=NNC2=NC(=CN=C21)N2CC1C(C1CC2)(C2=CC(=CC=C2)F)CN (3-(3-(2,3-dichlorophenyl)-1H-pyrazolo[3,4-b]pyrazin-6-yl)-7-(3-fluorophenyl)-3-azabicyclo[4.1.0]heptan-7-yl)methanamine